[1-(3-Fluoropropyl)pyrrolidin-3-yl]-[4-(4,4,5,5-tetramethyl-1,3,2-dioxaborolan-2-yl)phenyl]methanone FCCCN1CC(CC1)C(=O)C1=CC=C(C=C1)B1OC(C(O1)(C)C)(C)C